octadecyl 3-(1,1-dimethylethyl)-4-hydroxy-5-methyl-phenylpropionate CC(C)(C)C=1C=C(C=C(C1O)C)C(C(=O)OCCCCCCCCCCCCCCCCCC)C